ClC=1C(=NC=C(C1)C(F)(F)F)OC1=CC=C(O[C@H](C(=O)O)C)C=C1 (s)-(-)-2-[4-[[3-chloro-5-(trifluoromethyl)-2-pyridinyl]oxy]phenoxy]propanoic acid